(1S,2S)-1-(2-cyano-5-(dimethylcarbamoyl)phenyl)-1-(1-methyl-1H-pyrazol-4-yl)propan C(#N)C1=C(C=C(C=C1)C(N(C)C)=O)[C@H](CC)C=1C=NN(C1)C